4-(6-Chloropyridin-2-yl)-4-hydroxypiperidine-1-carboxylic acid tert-butyl ester C(C)(C)(C)OC(=O)N1CCC(CC1)(O)C1=NC(=CC=C1)Cl